BrC1=C(C(=O)OC)C=C(C(=C1)NC(C)(C)C)[N+](=O)[O-] methyl 2-bromo-4-(tert-butylamino)-5-nitro-benzoate